C1OC2=CC=CC(=C2O1)C=O 2,3-(methylenedioxy)benzaldehyde